N-{[4-(1-chlorocyclopropyl)-2,5-dioxoimidazolidin-4-yl]methyl}-4'-(trifluoromethyl)[biphenyl]-2-carboxamide ClC1(CC1)C1(NC(NC1=O)=O)CNC(=O)C=1C(=CC=CC1)C1=CC=C(C=C1)C(F)(F)F